vinyl-silafluorene C(=C)[Si]1=CC=CC=2C3=CC=CC=C3CC12